C(C)(C)(C)C=1C=C(C=CC1O)OC 3-tertiarybutyl-4-hydroxyanisole